10,10',10''-(4,5-bis(3-methyl-3H-imidazo[4,5-b]pyridin-2-yl)benzene-1,2,3-triyl)tris(9,9-dimethyl-9,10-dihydroacridine) CN1C(=NC=2C1=NC=CC2)C2=C(C(=C(C=C2C2=NC=1C(=NC=CC1)N2C)N2C=1C=CC=CC1C(C1=CC=CC=C21)(C)C)N2C=1C=CC=CC1C(C1=CC=CC=C21)(C)C)N2C=1C=CC=CC1C(C1=CC=CC=C21)(C)C